(E)-3,5-dichloro-7-(methoxymethoxy)-2-(2-nitrovinyl)thieno[3,2-b]pyridine ClC1=C(SC=2C1=NC(=CC2OCOC)Cl)\C=C\[N+](=O)[O-]